ClC1=C(C=2C3=C(N(C2C=C1)C1=CC=C(C=C1)F)C(COC31CC(C1)(C(=O)O)C)(C)C)O 8-chloro-5-(4-fluorophenyl)-9-hydroxy-1',4,4-trimethyl-spiro[3H-pyrano[4,3-b]indole-1,3'-cyclobutane]-1'-carboxylic acid